4,4'-Bis(2,6-Di-tert-butylphenol) CC(C)(C)C1=CC(=CC(=C1O)C(C)(C)C)C2=CC(=C(C(=C2)C(C)(C)C)O)C(C)(C)C